NCCOCCOCCN 2-(2-(2-aminoethoxy)-ethoxy)ethylamine